p-fluorocinnamyl chloride FC1=CC=C(C=CCCl)C=C1